C(C)(C)/C(/C(=O)OCCC)=C(/C(=O)OCCC)\C(C)C dipropyl 2,3-diisopropylmaleate